6-(2-amino-6-fluoro-5-(1'-(2,2,2-trifluoroethyl)-4H-spiro[benzo[d][1,3]dioxine-2,4'-piperidin]-6-yl)pyridin-3-yl)-3,4-dihydroisoquinolin-1(2H)-one NC1=NC(=C(C=C1C=1C=C2CCNC(C2=CC1)=O)C1=CC2=C(OC3(CCN(CC3)CC(F)(F)F)OC2)C=C1)F